tert-butyl (5-chloro-3-cyclopropylpyrazolo[1,5-a]pyrimidin-7-yl)(4-(oxazol-2-yl)benzyl)carbamate ClC1=NC=2N(C(=C1)N(C(OC(C)(C)C)=O)CC1=CC=C(C=C1)C=1OC=CN1)N=CC2C2CC2